3-amino-N-(3-(4-amino-4-(cyanomethyl)piperidin-1-yl)pyridin-2-yl)-6-(3-(trifluoromethoxy)pyridin-2-yl)pyrazine-2-carboxamide NC=1C(=NC(=CN1)C1=NC=CC=C1OC(F)(F)F)C(=O)NC1=NC=CC=C1N1CCC(CC1)(CC#N)N